(pyrazin-2-ylmethyl)-1H-benzo[d]imidazole-6-carboxylic acid N1=C(C=NC=C1)CN1C=NC2=C1C=C(C=C2)C(=O)O